4-Octyloxybiphenyl iodide hexafluoroantimonate F[Sb-](F)(F)(F)(F)F.[I-].C(CCCCCCC)OC1=CC=C(C=C1)C1=CC=CC=C1